tert-Butyl 2-[[2-(2,6-dioxo-3-piperidyl)-1-oxo-isoindolin-4-yl]amino]acetate O=C1NC(CCC1N1C(C2=CC=CC(=C2C1)NCC(=O)OC(C)(C)C)=O)=O